COC1=CC=CC2=C1NCCO2 5-methoxy-3,4-dihydro-2H-1,4-benzoxazine